BrC=1C(=NC(=CC1)C=1N=NN(C1COC1OCCCC1)C)CC 3-bromo-2-ethyl-6-(1-methyl-5-(((tetrahydro-2H-pyran-2-yl)oxy)methyl)-1H-1,2,3-triazol-4-yl)pyridine